3-fluoro-N-methyl-4-(4,4,5,5-tetramethyl-1,3,2-dioxaborolan-2-yl)aniline FC=1C=C(NC)C=CC1B1OC(C(O1)(C)C)(C)C